3-(dimethylamino)-3-(3-((1-(2,6-dioxopiperidin-3-yl)-2,5-dioxo-2,5-dihydro-1H-pyrrol-3-yl)amino)phenyl)-N-(3-(trifluoromethyl)phenyl)propanamide CN(C(CC(=O)NC1=CC(=CC=C1)C(F)(F)F)C1=CC(=CC=C1)NC=1C(N(C(C1)=O)C1C(NC(CC1)=O)=O)=O)C